C(#C)C1=C2C(=CC(=CC2=CC=C1F)C#N)C1=C(C=2N=C(N=C(C2C=N1)N(C[C@H]1NCCCC1)C)N1CCN(CC1)C)F (S)-5-ethynyl-6-fluoro-4-(8-fluoro-4-(methyl(piperidin-2-ylmethyl)amino)-2-(4-methylpiperazin-1-yl)pyrido[4,3-d]pyrimidin-7-yl)-2-naphthonitrile